C(#N)C=1C=C(C(=O)NC2=CC(=CC(=C2)C(F)(F)F)CN2CCN(CC2)C)C=CC1C(C)C 3-cyano-N-{3-[(4-methylpiperazin-1-yl)methyl]-5-(trifluoromethyl)phenyl}-4-(propan-2-yl)benzamide